N1C(=NC2=C1C=CC=C2)C=2N=CN1C2C=CC(=C1)C=1C(=C(C=CC1F)NS(=O)(=O)C=1C(=NC=C(C1)C#N)OC)F N-[3-[1-(1H-1,3-benzodiazol-2-yl)imidazo[1,5-a]pyridin-6-yl]-2,4-difluorophenyl]-5-cyano-2-methoxy-pyridine-3-sulfonamide